(R)-N-((S)-1-(((R)-2-amino-6,7-dihydro-5H-cyclopenta[b]pyridin-5-yl)amino)-1-oxopropan-2-yl)-4-(4-methoxyphenyl)-1,2,5,6-tetrahydropyridine-2-carboxamide NC1=CC=C2C(=N1)CC[C@H]2NC([C@H](C)NC(=O)[C@@H]2NCCC(=C2)C2=CC=C(C=C2)OC)=O